5-[6-(2,2-Dimethyltetrahydropyran-4-yl)-2-[(1-methylpyrazol-4-yl)sulfonylamino]pyrimidin-4-yl]oxy-N-methyl-pyridine-2-carboxamide CC1(OCCC(C1)C1=CC(=NC(=N1)NS(=O)(=O)C=1C=NN(C1)C)OC=1C=CC(=NC1)C(=O)NC)C